5,6,8-trihydroxy-3-(4-hydroxyphenyl)-4H-chromen-4-one OC1=C2C(C(=COC2=C(C=C1O)O)C1=CC=C(C=C1)O)=O